COC1=CC=C2C=3C=C4C(=CC3NC2=C1)C(CCC4(C)C)(C)C 3-Methoxy-7,7,10,10-tetramethyl-7,8,9,10-tetrahydro-5H-benzo[b]carbazole